S(F)F Sulfur Fluoride